2-((6-(4-chlorophenyl)-3-methoxy-3-methyl-1,2-dioxane-4-yl)methoxy)-8-cyclopentyl-5-methylpyrido[2,3-d]pyrimidin-7(8H)-one ClC1=CC=C(C=C1)C1CC(C(OO1)(C)OC)COC=1N=CC2=C(N1)N(C(C=C2C)=O)C2CCCC2